2,2'-[[(methyl-1H-benzotriazole-1-yl)methyl]imino]bis-ethanol CC1=CC=CC=2N(N=NC21)CN(CCO)CCO